2,6-di-t-butyl-α-(di-methyl-amino)-p-cresol C(C)(C)(C)C1=CC(=CC(=C1O)C(C)(C)C)CN(C)C